CC1=C(C(=CC=C1)C)C1=C(OC2=C1C=CC=C2)P(Cl)C2=C(C(=C(C=C2)C(F)(F)F)[Si](C)(C)C)OCOC (3-(2,6-dimethylphenyl)-2-benzofuranyl)-(2-methoxymethoxy-3-trimethylsilyl-4-trifluoromethylphenyl)chlorophosphine